N-[1-(2-{6-[(3R,5R)-3-Amino-5-fluoropiperidine-1-carbonyl]-4-methoxy-3-methylpyrazolo[1,5-a]pyridin-2-yl}-1-(cyclopropylmethyl)-1H-indol-6-yl)azetidin-3-yl]-N-methylmethanesulfonamide N[C@H]1CN(C[C@@H](C1)F)C(=O)C=1C=C(C=2N(C1)N=C(C2C)C=2N(C1=CC(=CC=C1C2)N2CC(C2)N(S(=O)(=O)C)C)CC2CC2)OC